2-(2-methoxy-6-(methoxymethoxy)-4-(trifluoromethyl)phenyl)-4,4,5,5-tetramethyl-1,3,2-dioxaborolane COC1=C(C(=CC(=C1)C(F)(F)F)OCOC)B1OC(C(O1)(C)C)(C)C